1,8-diazabicyclo[5.4.0]undec-7-ene-sulfuric acid S(O)(O)(=O)=O.N12CCCCCC2=NCCC1